OC1=CC=C(C=C1)C=NC=1SC(=NN1)C1=CC=C(C=C1)CCC 2-(4-hydroxyphenylmethyleneamino)-5-(4-n-propylphenyl)-1,3,4-thiadiazole